C1(=CC=CC=C1)C1(C2=CC=CC=C2C=2C=CC=CC12)C1=CC=C(C=C1)NC1=CC=2C(C3=CC=CC=C3C2C=C1)(C)C N-{4-[(9-phenyl)-9H-fluorene-9-yl]-phenyl}-9,9-dimethyl-9H-fluoren-2-amine